2-((2-ethyl-6-(2-(3-oxoazetidine-1-carbonyl)pyrimidin-5-yl)imidazo[1,2-a]pyridin-3-yl)(methyl)amino)-4-(4-fluorophenyl)thiazole-5-carbonitrile C(C)C=1N=C2N(C=C(C=C2)C=2C=NC(=NC2)C(=O)N2CC(C2)=O)C1N(C=1SC(=C(N1)C1=CC=C(C=C1)F)C#N)C